ClC1=C2C(=NC=C1)NC(=C2C2=CC=C1CCNC1=C2)[Si](C)(C)C 4-Chloro-3-(indolin-6-yl)-2-(trimethylsilyl)-1H-pyrrolo[2,3-b]pyridine